C[C@@H]1N(CCC(C1)C1=CC2=C(N(C(O2)=O)C)C=C1)CCCCC1=CC=CC=C1 (2S)-Methyl-4-(3-methyl-2-oxo-1,3-benzoxazol-6-yl)-N-(4-phenylbutyl)piperidine